ClC1=C2C=CN(C(C2=CC=C1B1OC(C(O1)(C)C)(C)C)=O)C 5-chloro-2-methyl-6-(4,4,5,5-tetramethyl-1,3,2-dioxaborolan-2-yl)isoquinolin-1(2H)-one